FC1=C(C=CC=C1C=1C=C2C(=NC1)NCC21CCC(CC1)O)C(=O)N1C(CCCC1)C=1C=NN(C1)C (2-Fluoro-3-(4-hydroxy-1',2'-dihydrospiro[cyclohexane-1,3'-pyrrolo[2,3-b]pyridin]-5'-yl)phenyl)(2-(1-methyl-1H-pyrazol-4-yl)piperidin-1-yl)methanone